BrC1=CC=2C3=C(NC2C=C1)C=1C=C(C=CC1N3)Br 3,8-dibromo-5,10-dihydroindolo[3,2-b]indole